N-[7-Morpholino-5-[4-(pyrimidin-2-ylamino)cyclohexoxy]-1,6-naphthyridin-3-yl]methanesulfonamide O1CCN(CC1)C1=NC(=C2C=C(C=NC2=C1)NS(=O)(=O)C)OC1CCC(CC1)NC1=NC=CC=N1